4-acetyl-N-(quinolin-5-ylmethyl)-1H-pyrrole-2-carboxamide C(C)(=O)C=1C=C(NC1)C(=O)NCC1=C2C=CC=NC2=CC=C1